NC1=NC(=CC(=N1)N1CCC2(C[C@H](NC2)C(=O)O)CC1)O[C@@H](C(F)(F)F)C1=CC=C(C=C1)C1=CC2=C(C=NS2)C=C1 (S)-8-(2-amino-6-((R)-1-(4-(benzo[d]isothiazol-6-yl)phenyl)-2,2,2-trifluoroethoxy)pyrimidin-4-yl)-2,8-diazaspiro[4.5]decane-3-carboxylic acid